C1CCC2=C(C=3CCCC3C=C12)NC(=O)NS(=O)(=O)C1=NN(C=C1)C/C=C/B(O)O (E)-(3-(3-(N-((1,2,3,5,6,7-hexahydro-s-indacen-4-yl)carbamoyl)sulfamoyl)-1H-pyrazol-1-yl)prop-1-en-1-yl)boronic acid